4,6-diamino-2-hydroxypyrimidine NC1=NC(=NC(=C1)N)O